ClC1=CC=C(CNC(=O)NC2=CC=C(C=C2)CN(C)C2CS(CC2)(=O)=O)C=C1 1-(4-chlorobenzyl)-3-(4-(((1,1-dioxidotetrahydrothiophen-3-yl)(methyl)amino)methyl)phenyl)urea